C(C)C1(NC(N([C@H]2C[C@H](O)[C@@H](CO)O2)C=C1)=O)N 4-ethyldeoxycytidine